tert-Butyl 3-(4-(5-((tert-butoxycarbonylamino)methyl)-1,3,4-oxadiazol-2-yl)thiazole-2-carbonyl)-1H-indole-1-carboxylate C(C)(C)(C)OC(=O)NCC1=NN=C(O1)C=1N=C(SC1)C(=O)C1=CN(C2=CC=CC=C12)C(=O)OC(C)(C)C